1-(4-methoxyphenyl)-3-phenylsulfanyl-imidazo[1,5-a]pyridine COC1=CC=C(C=C1)C=1N=C(N2C1C=CC=C2)SC2=CC=CC=C2